N-[(2-amino-3-fluoroquinolin-7-yl)methyl]-6-cyclopropyl-N-(2-methanesulfonylpyridin-3-yl)pyridine-3-carboxamide NC1=NC2=CC(=CC=C2C=C1F)CN(C(=O)C=1C=NC(=CC1)C1CC1)C=1C(=NC=CC1)S(=O)(=O)C